CSC1CCC(CC1)NC(OC(C)(C)C)=O Tert-Butyl ((1s,4s)-4-(methylthio)cyclohexyl)carbamate